FC1=C2C=CN(C2=C(C=C1)C(=O)NC1CC2(C1)CC(C2)C(NS(=O)(=O)C)=O)CC2=CC=C(C=C2)OC(F)(F)F 4-Fluoro-N-(6-((methylsulfonyl)carbamoyl)spiro[3.3]heptan-2-yl)-1-(4-(trifluorometh-oxy)benzyl)-1H-indol-7-carboxamid